CN(C=C)C 2-dimethylaminoethaneN